(R)-(1-(4-fluorophenyl)-6-((1-isopropyl-1H-pyrazol-4-yl)sulfonyl)-4,4a,5,6,7,8-hexahydro-1H-pyrazolo[3,4-g]isoquinolin-4a-yl)(pyridin-2-yl)methanone FC1=CC=C(C=C1)N1N=CC2=C1C=C1CCN(C[C@]1(C2)C(=O)C2=NC=CC=C2)S(=O)(=O)C=2C=NN(C2)C(C)C